C(C)(=O)C1=C2C=C(C(=NC2=CC(=C1)C)C#N)C1=CC(N(C=C1)C)=O 5-acetyl-7-methyl-3-(1-methyl-2-oxo-1,2-dihydropyridin-4-yl)quinoline-2-carbonitrile